4-Hexyloxy-3-methoxybenzoic acid methyl ester COC(C1=CC(=C(C=C1)OCCCCCC)OC)=O